2,2',2''-((2R,5R,8R,11R)-2,5,8,11-tetraethyl-1,4,7,10-tetraazacyclododecane-1,4,7-triyl)triacetic acid C(C)[C@H]1N(C[C@H](NC[C@H](N(C[C@H](N(C1)CC(=O)O)CC)CC(=O)O)CC)CC)CC(=O)O